BrC=1C=C(C=CC1)NC(=O)N1CCN(CC1)CC1=C(C=CC=C1)N1CCC(CC1)C N-(3-bromophenyl)-4-(2-(4-methylpiperidin-1-yl)benzyl)piperazine-1-carboxamide